(R/S)-4'-(1-aminoethyl)-1'-methyl-spiro[cyclopropane-1,3'-indoline]-2'-one hydrochloride Cl.N[C@H](C)C1=C2C3(C(N(C2=CC=C1)C)=O)CC3 |r|